COC1=C2CC(CN(C2=CC=C1)C1=CC=C(C=C1)C(F)(F)F)N(CC1=CC=C(C=C1)OC)CC1=CC=C(C=C1)OC 5-methoxy-N,N-bis(4-methoxybenzyl)-1-(4-(trifluoromethyl)phenyl)-1,2,3,4-tetrahydroquinolin-3-amine